dimethyl (4-(3-amino-6-(4-chlorophenyl)pyrazine-2-carboxamido)phenylsulfonyl)methylphosphonate NC=1C(=NC(=CN1)C1=CC=C(C=C1)Cl)C(=O)NC1=CC=C(C=C1)S(=O)(=O)CP(OC)(OC)=O